2-(trifluoromethyl)-3-Ethoxydodecafluorohexane FC(C(C(F)(F)F)(C(C(C(C(F)(F)F)(F)F)(F)F)(OCC)F)F)(F)F